O=S1(N(CC(N1)=O)C1=C(C=C(C=C1O)C=1C(=CC=CC1)C(=O)NCCC(C)C)F)=O 4'-(1,1-Dioxo-4-oxo-1,2,5-thiadiazolidin-2-yl)-3'-fluoro-5'-hydroxy-N-isopentyl-[1,1'-biphenyl]-2-carboxamide